(R)-tert-Butyl 2-(4-(hydroxymethyl)-3-methyl-2-oxoimidazolidin-1-yl)acetate OC[C@@H]1N(C(N(C1)CC(=O)OC(C)(C)C)=O)C